1H-pyrazol-4-ylCarboxamide N1N=CC(=C1)C(=O)N